C(C=C)(=O)N1C[C@@H](N(CC1)C=1C2=C(N(C(N1)=O)C=1C(=NC=CC1C)C(C)C)N=C(C=C2)C2=CN(C(C(=C2)C)=O)C)C (S)-4-(4-acryloyl-2-methylpiperazin-1-yl)-7-(1,5-dimethyl-6-oxo-1,6-dihydropyridine-3-yl)-1-(2-isopropyl-4-methylpyridin-3-yl)-2-oxo-1,2-dihydropyrido[2,3-d]pyrimidine